2-methylbenzo[d]thiazole-2,6-diamine CC1(SC2=C(N1)C=CC(=C2)N)N